ClC1=C(C=CC=C1)[C@H](C(=O)NC1CC(C1)(F)F)N(C(=O)[C@H]1N(C(CC1)=O)C1=NC=CC(=C1)C#N)C=1C=NC=C(C1)F (2S)-N-((1R)-1-(2-chlorophenyl)-2-((3,3-difluorocyclobutyl)amino)-2-oxoethyl)-1-(4-cyanopyridine-2-yl)-N-(5-fluoropyridin-3-yl)-5-oxopyrrolidine-2-carboxamide